C(C)(C)C(CC)=O (S)-1-isopropyl-1-oxopropane